C(CCC)C1=NC=2C(=C3C(=NC2N)C=CS3)N1CC1=C(C=CC=C1)CN1CCNCC1 2-butyl-1-(2-(piperazin-1-ylmethyl)benzyl)-1H-imidazo[4,5-d]thieno[3,2-b]pyridin-4-amine